C(#N)C1=CC(=C(C=C1)C1CNC=2C=C(C=C(C2C1=O)C(=O)OC)F)F methyl 3-(4-cyano-2-fluorophenyl)-7-fluoro-4-oxo-2,3-dihydro-1H-quinoline-5-carboxylate